Silver borate B([O-])([O-])[O-].[Ag+].[Ag+].[Ag+]